N-((1R,3R)-3-hydroxycyclobutyl)-3-((7-(1-methyl-1H-pyrazol-5-yl)-4-oxoquinazolin-3(4H)-yl)methyl)benzamide OC1CC(C1)NC(C1=CC(=CC=C1)CN1C=NC2=CC(=CC=C2C1=O)C1=CC=NN1C)=O